FC(CCN1C(NC(C=C1)=O)=O)F 1-(3,3-difluoropropyl)pyrimidine-2,4(1H,3H)-dione